2-(cyclopropylmethyl)-N-(6-fluoropyrazin-2-yl)-1,1-dioxo-5-[(1r,4r)-4-(trifluoromethyl)cyclohexyl]-1λ6,2,6-thiadiazine-3-carboxamide C1(CC1)CN1S(N=C(C=C1C(=O)NC1=NC(=CN=C1)F)C1CCC(CC1)C(F)(F)F)(=O)=O